phenethyl (E)-2-(4-((5-(dimethylamino)thiophen-2-yl)methylene)-5-oxo-4,5-dihydroisoxazol-3-yl)acetate CN(C1=CC=C(S1)\C=C\1/C(=NOC1=O)CC(=O)OCCC1=CC=CC=C1)C